COC(=O)C1N(CCC1)C(=O)OC(C)(C)C pyrrolidine-1,2-dicarboxylic acid 1-tert-butyl ester 2-methyl ester